2-(((5-(Dimethylamino) pentanoyl)oxy) methyl)-2-(((4,5-dipropyloctanoyl) oxy)methyl)propane-1,3-diyl didecanoate C(CCCCCCCCC)(=O)OCC(COC(CCCCCCCCC)=O)(COC(CCC(C(CCC)CCC)CCC)=O)COC(CCCCN(C)C)=O